CC1=CC=C(C=C1)S(=O)(=O)N[C@@H](CCCCN)C(=O)O Nα-p-toluenesulfonyl-L-lysine